N1=C(C=CC=C1)NC(=O)[C@@H]1CC12CCN(CC2)C(=O)OC(C(F)(F)F)C(F)(F)F |o1:9| 1,1,1,3,3,3-hexafluoro-propan-2-yl (R or S)-1-(pyridin-2-yl-carbamoyl)-6-azaspiro[2.5]-octane-6-carboxylate